2-(16-(2-hydroxyphenyl)-2,6,11,15-tetraazahexadecyl)naphthalen OC1=C(C=CC=C1)CNCCCNCCCCNCCCNCC1=CC2=CC=CC=C2C=C1